ClC=1C=C(C=C(C1N(C)CCCCl)Cl)C(C)C 2-(3,5-dichloro-4-((3-Chloropropyl)(methyl)amino)phenyl)propan